methyl 5-[[5-chloro-4-(cyclopentylamino) pyrimidin-2-yl] amino]-2-(5,5-dimethyl-1,3,2-dioxaborolan-2-yl)-3-ethyl-benzoate ClC=1C(=NC(=NC1)NC=1C=C(C(=C(C(=O)OC)C1)B1OC(CO1)(C)C)CC)NC1CCCC1